8-benzyl-3-(2-methoxyethyl)-1,3,8-triazaspiro[4.5]decan-2-one C(C1=CC=CC=C1)N1CCC2(CN(C(N2)=O)CCOC)CC1